(Z)-3-fluoro-2-(((2-morpholinobenzo[d]oxazol-6-yl)oxy)methyl)prop-2-en-1-amine F\C=C(\CN)/COC1=CC2=C(N=C(O2)N2CCOCC2)C=C1